S(=O)(=O)(O)C1=C(C=2CC3=CC=CC=C3OC2C=C1)S(=O)(=O)O disulfoxanthen